ethyl 4-[2-(4-hydroxy-1-propanoyl-4-piperidyl)ethynyl]-2,6-dimethyl-7-oxo-1H-pyrrolo[2,3-c]pyridine-3-carboxylate OC1(CCN(CC1)C(CC)=O)C#CC=1C2=C(C(N(C1)C)=O)NC(=C2C(=O)OCC)C